ClC=1C(=NC(=NC1)NC1CCNCC1)NC1=CC=CC=C1 5-chloro-N4-phenyl-N2-(piperidin-4-yl)pyrimidine-2,4-diamine